CON(C(=O)C1CC1)CC1=CC=C(C=C1)C1=NOC(=N1)C(F)(F)F N-methoxy-N-[[4-[5-(trifluoromethyl)-1,2,4-oxadiazol-3-yl]phenyl]methyl]cyclopropanamide